C(C)N(CC(=O)N(C)C)CC=O 2-[ETHYL(2-OXOETHYL)AMINO]-N,N-DIMETHYLACETAMIDE